(S)-4-((1-(4-chloro-8-(morpholinomethyl)-1-oxo-2-phenyl-1,2-dihydroisoquinolin-3-yl)ethyl)amino)pyrido[2,3-d]pyrimidin-5(8H)-one ClC1=C(N(C(C2=C(C=CC=C12)CN1CCOCC1)=O)C1=CC=CC=C1)[C@H](C)NC=1C2=C(N=CN1)NC=CC2=O